C(C)N1N=CC(=C1)NC=1N=C(C2=C(N1)NC=C2F)N[C@H]2CN(CC[C@H]2C)C(=O)OC(C)(C)C tert-butyl (3R,4R)-3-((2-((1-ethyl-1H-pyrazol-4-yl)amino)-5-fluoro-7H-pyrrolo[2,3-d]pyrimidin-4-yl)amino)-4-methylpiperidine-1-carboxylate